ferric eleostearate C(CCCCCCCC=CC=CC=CCCCC)(=O)[O-].[Fe+3].C(CCCCCCCC=CC=CC=CCCCC)(=O)[O-].C(CCCCCCCC=CC=CC=CCCCC)(=O)[O-]